2-[(9,10-dihydro-4-hydroxy-9,10-dioxo-1-anthryl)amino]-5-methylbenzenesulfonic acid monosodium salt [Na+].OC1=CC=C(C=2C(C3=CC=CC=C3C(C12)=O)=O)NC1=C(C=C(C=C1)C)S(=O)(=O)[O-]